COC(=O)C1=CC=2C(=NC=CC2)N1C1=CC(=C(C=C1)Cl)Cl 1-(3,4-dichlorophenyl)-1H-pyrrolo[2,3-B]pyridine-2-carboxylic acid methyl ester